((2,6-bis((R)-1-cyclopropylethyl)phenyl)carbamoyl)-4-(2-hydroxypropan-2-yl)furan-2-sulfonyl-Aminoamide C1(CC1)[C@@H](C)C1=C(C(=CC=C1)[C@H](C)C1CC1)NC(=O)N[N-]S(=O)(=O)C=1OC=C(C1)C(C)(C)O